C(C1=CC=CC=C1)ON1[C@@H]2CC[C@H](N(C1=O)C2)C(=O)NOCCNC(OC(C)(C)C)=O tert-butyl {2-[({[(2S,5R)-6-benzyloxy-7-oxo-1,6-diaza-bicyclo[3.2.1]oct-2-yl]carbonyl}amino)oxy]ethyl}carbamate